2-(5-bromoindolin-1-yl)-1-(piperidine-1-yl)ethan-1-one BrC=1C=C2CCN(C2=CC1)CC(=O)N1CCCCC1